NC(=N)N (4R)-guanidine